((4-bromo-2-fluorophenyl)amino)-2-(2-(tert-butoxy)ethoxy)-4,7-dimethyl-3,4-dihydro-2,7-naphthyridine-1,6(2H,7H)-dione BrC1=CC(=C(C=C1)NC1N(C(C2=CN(C(C=C2C1C)=O)C)=O)OCCOC(C)(C)C)F